2-chloro-N-(4-cyclopropylnaphthalen-1-yl)thieno[2,3-d]Pyrimidin-4-amine ClC=1N=C(C2=C(N1)SC=C2)NC2=CC=C(C1=CC=CC=C21)C2CC2